C(C)(=O)OC1(CCC(CC1)C(=C)C)C 1-methyl-4-(1-methylvinyl)cyclohexanol acetate